(2-methoxyphenyl)sulfane COC1=C(C=CC=C1)S